CN(CCOC1=CC=C(C=C1)[C@@H]1N(C(OC1)=O)C1=CC2=C(NC=N2)C=C1)C (S)-4-(4-(2-(Dimethylamino)ethoxy)phenyl)-3-(1H-benzo[d]imidazol-5-yl)oxazolidin-2-on